CC1=CC=C(C[C@@H](NC(C(C)(C)C)=O)C(=O)O)C=C1 (R)-4-methyl-pivaloyl-phenylalanine